3-(3-(3-(7-cyanoimidazo[1,2-a]pyridine-3-carboxamido)-5-fluoro-4-methylphenyl)-1,2,4-oxadiazol-5-yl)azetidine-1-carboxylic acid methyl ester COC(=O)N1CC(C1)C1=NC(=NO1)C1=CC(=C(C(=C1)F)C)NC(=O)C1=CN=C2N1C=CC(=C2)C#N